(6R)-11-[[3-dimethylphosphoryl-5-fluoro-4-[[2-(trifluoromethyl)-4-pyridyl]oxy]phenyl]methoxy]-2,8,10-triazatricyclo[6.4.0.02,6]dodeca-1(12),10-dien-9-one CP(=O)(C)C=1C=C(C=C(C1OC1=CC(=NC=C1)C(F)(F)F)F)COC1=NC(N2C[C@H]3CCCN3C2=C1)=O